C(C(=C)C)(=O)SC(CSC=1SC(=NN1)SCCCC)C 2-methacryloylthio-n-propylthio-5-n-butylthio-1,3,4-thiadiazole